C(O)C(C=O)(CC)CO 2,2-dimethylol-n-butyraldehyde